methyl 3-(hydroxymethyl)-2,5-dimethoxybenzoate OCC=1C(=C(C(=O)OC)C=C(C1)OC)OC